C(CC1=CC=CC=C1)C1(CCN(CC1)CC1=CC=C(N)C=C1)C1=NC=CC=C1 4-((4-phenethyl-4-(pyridin-2-yl)piperidin-1-yl)methyl)aniline